trans-1-(2-amino-5-fluoro-4-(2-morpholinopyrimidin-5-yl)phenyl)-4-methoxy-N-(2-methoxyethyl)-N-methylpyrrolidin-3-amine NC1=C(C=C(C(=C1)C=1C=NC(=NC1)N1CCOCC1)F)N1C[C@H]([C@@H](C1)OC)N(C)CCOC